methyl (S)-2-(9-bromo-8-methoxy-1-(2,2,2-trifluoroethyl)-5,6-dihydropyrrolo[2,1-a]isoquinoline-3-carboxamido)-4,4,4-trifluoro-2-methylbutanoate BrC1=C(C=C2CCN3C(C2=C1)=C(C=C3C(=O)N[C@](C(=O)OC)(CC(F)(F)F)C)CC(F)(F)F)OC